[N+](=O)([O-])C1=CC=CC=2OCC(NC21)=O 5-nitro-2H-benzo[b][1,4]oxazin-3(4H)-one